5-(5-bromo-3-ethylsulfonyl-2-pyridinyl)-2-cyclopropyl-1-methyl-pyrazolo[1,5-a]pyrimidin-7-one BrC=1C=C(C(=NC1)C=1N=C2N(C(C1)=O)N(C(=C2)C2CC2)C)S(=O)(=O)CC